C1(CC1)CC=1N(C(=CC1C=1SC=C(N1)C(=O)O)C1=CC(=CC=C1)C#CC=1SC(=CN1)C)CC1=CC(=C(C=C1)S(N)(=O)=O)F 2-(2-(cyclopropylmethyl)-1-(3-fluoro-4-sulfamoylbenzyl)-5-(3-((5-methylthiazol-2-yl)ethynyl)phenyl)-1H-pyrrol-3-yl)thiazole-4-carboxylic acid